methyl (1-((4-(3-(5-chloro-2-fluoro-3-(methylsulfonamido)phenyl)-1-(propan-2-yl)-1H-pyrazol-4-yl)pyrimidin-2-yl)amino)propan-2-yl-1,1,3,3,3-d5)carbamate ClC=1C=C(C(=C(C1)C1=NN(C=C1C1=NC(=NC=C1)NC(C(C([2H])([2H])[2H])NC(OC)=O)([2H])[2H])C(C)C)F)NS(=O)(=O)C